ClC1=NC=C2CCNC(C2=C1)=O 7-chloro-3,4-dihydro-2,6-naphthyridin-1(2H)-one